2-((4-(2,7-diazaspiro[3.5]non-2-yl)pyrimidin-5-yl)oxy)-N-(2,2-difluoroethyl)-5-fluoro-N-isopropylbenzamide hydrochloride Cl.C1N(CC12CCNCC2)C2=NC=NC=C2OC2=C(C(=O)N(C(C)C)CC(F)F)C=C(C=C2)F